CC1(NC(CC(C1)CC1=C(C=CC=C1)S(=O)(=O)N)(C)C)C ((2,2,6,6-tetramethylpiperidin-4-yl)methyl)benzenesulfonamide